C(C)(C)(C)OC(=O)NC=1C=C(COC2=C(C=C(\C=C/3\C(C(=C(S3)NC3=CC=CC=C3)C(=O)OCC)=O)C=C2)O)C=CC1 Ethyl (Z)-5-(4-((3-((tert-butoxycarbonyl)amino)benzyl)oxy)-3-hydroxy benzylidene)-4-oxo-2-(phenylamino)-4,5-dihydrothiophene-3-carboxylate